4-amino-N-(2-chloro-6,7-dihydro-5H-cyclopenta[b]pyridin-5-yl)-7-fluoro-N-methylimidazo[1,5-a]quinoxaline-8-carboxamide NC=1C=2N(C3=CC(=C(C=C3N1)F)C(=O)N(C)C1CCC3=NC(=CC=C31)Cl)C=NC2